2-(3-(benzyloxy)propyl)-1-methyl-7-phenyl-1H-imidazo[4,5-d]thieno[3,2-b]pyridin-4-amine C(C1=CC=CC=C1)OCCCC1=NC=2C(=C3C(=NC2N)C=C(S3)C3=CC=CC=C3)N1C